NC1=NC=CC2=CC=C(C=C12)N1N=C(C=C1C(=O)NC1=C(C=CC(=C1)C(CCC1CC1)(C1=CC=NC=C1)S(=O)(=O)C)F)C(F)(F)F (-)-1-(1-aminoisoquinolin-7-yl)-N-(5-(3-cyclopropyl-1-(methylsulfonyl)-1-(pyridin-4-yl)propyl)-2-fluorophenyl)-3-(trifluoromethyl)-1H-pyrazole-5-carboxamide